NC1=NC(=C(C=2N1C(N(N2)C2CSCC1=CC=CC=C21)=O)C2=CC(=NC(=C2)C)C)C2=CC=CC=C2 5-amino-8-(2,6-dimethyl-4-pyridinyl)-2-isothiochroman-4-yl-7-phenyl-[1,2,4]triazolo[4,3-c]pyrimidin-3-one